(2S,4S)-4-methylpyrrolidine C[C@H]1CCNC1